(R)-N-(1-(4-fluorophenyl)-2-hydroxy-2-methylpropyl)-3-(2-methylpyridin-4-yl)-1H-pyrazolo[3,4-b]pyridine-5-amide FC1=CC=C(C=C1)[C@H](C(C)(C)O)NC(=O)C=1C=C2C(=NC1)NN=C2C2=CC(=NC=C2)C